ClC1=NC2=CC(=C(C(=C2C(=C1)Cl)F)F)OC 2,4-dichloro-5,6-difluoro-7-methoxy-quinoline